3-(4-methoxy-phenyl)-glutaric acid COC1=CC=C(C=C1)C(CC(=O)O)CC(=O)O